2-(2-Fluoro-5-methylpyridin-3-yl)-N-[(3S)-9-fluoro-2-oxo-5-phenyl-1,3-dihydro-1,4-benzodiazepin-3-yl]pyrazolo[1,5-a]pyrimidine-3-carboxamide FC1=NC=C(C=C1C1=NN2C(N=CC=C2)=C1C(=O)N[C@@H]1C(NC2=C(C(=N1)C1=CC=CC=C1)C=CC=C2F)=O)C